CN(C1=CC=C(C=C1)CN(C(CSCC(NC1=CC(=CC=C1)C)=O)=O)C(C)C)C N-{[4-(dimethylamino)phenyl]methyl}-2-({[(3-methyl-phenyl)carbamoyl]methyl}sulfanyl)-N-(propan-2-yl)acetamide